(cyclopropylmethyl)-N-(4-methoxyphenyl)-N-methyl-1,2,3,4-tetrahydroisoquinolin-7-amine hydrochloride Cl.C1(CC1)CC1NCCC2=CC=C(C=C12)N(C)C1=CC=C(C=C1)OC